FC(C(=O)O)(F)F.N1CCC2=CC(=CC=C12)C(=O)N 2,3-dihydro-1H-indole-5-carboxamide trifluoroacetate